N1(CCNCC1)C(C(=O)O)C1=C(C=CC=C1)F 2-(1-piperazinyl)-2-(2-fluorophenyl)acetic acid